N-(3-(2-((2-Methoxy-4-(4-methylpiperazin-1-yl)phenyl)amino)-7H-pyrrolo[2,3-d]pyrimidin-7-yl)phenyl)propane-2-sulfonamide COC1=C(C=CC(=C1)N1CCN(CC1)C)NC=1N=CC2=C(N1)N(C=C2)C=2C=C(C=CC2)NS(=O)(=O)C(C)C